N-(cis-4-ethoxycyclohexyl)-5-(pyrido[2,3-b]pyrazin-7-yl)pyrrolo[2,1-f][1,2,4]triazin-2-amine C(C)O[C@H]1CC[C@H](CC1)NC1=NN2C(C=N1)=C(C=C2)C2=CC=1C(=NC=CN1)N=C2